ClC=1C=NC=C(C1C(C)OC=1C=C2C(=NNC2=CC1)C(=O)NC=1C=NN(C1)CC(=O)N(C)C)Cl 5-(1-(3,5-dichloropyridin-4-yl)ethoxy)-N-(1-(2-(dimethylamino)-2-oxoethyl)-1H-pyrazol-4-yl)-1H-indazole-3-carboxamide